(6S)-6-(hydroxymethyl)-2,2-dimethylmorpholine-4-carboxylic acid tert-butyl ester C(C)(C)(C)OC(=O)N1CC(O[C@@H](C1)CO)(C)C